(2R,3'R)-3-(2-cyclopentyl-2-phenyl-2-hydroxyacetoxy)-1-(ethoxycarbonylmethyl)-1-methylpyrrolidinium bromide [Br-].C1(CCCC1)[C@@](C(=O)OC1C[N+](CC1)(C)CC(=O)OCC)(O)C1=CC=CC=C1